3-((1,3-dioxoisoindolin-2-yl)methyl)-7,8-dihydropyrido[4,3-c]Pyridazine O=C1N(C(C2=CC=CC=C12)=O)CC1=CC2=C(N=N1)CCN=C2